FC1=CC(=C(C=N1)NC(=O)C=1C=2N(N=CC1)C=C(N2)C2=CC=CC=C2)N2CCOCC2 N-(6-fluoro-4-morpholinopyridin-3-yl)-2-phenylimidazo[1,2-b]pyridazine-8-carboxamide